CC=1C=C(C2=CC=CC=C2C1)C(CC)S(=O)(=O)N 3-methylnaphthalen-1-yl-propane-1-sulfonamide